CC1=NN(C(=C1)C)C[C@@H]1CC[C@H](CC1)C(=O)OC methyl trans-4-[(3,5-dimethyl pyrazol-1-yl)methyl]cyclohexanecarboxylate